(S)-3-Phenylbutyric acid C1(=CC=CC=C1)[C@H](CC(=O)O)C